C(C)(C)(C)N1CCC(CC1)(C)CCN tert-butyl-4-(2-aminoethyl)-4-methylpiperidine